C(N)(=O)C1=NN(C=C1NC=1C=CC(=NC1)C(=O)NCC)C1=C(C=CC=C1OC)F 5-((3-carbamoyl-1-(2-fluoro-6-methoxyphenyl)-1H-pyrazol-4-yl)amino)-N-ethylpicolinamide